Racemic-1-(4-fluorophenyl)-3-(isoquinolin-4-yl)-2-oxoimidazolidine-4-carbonitrile FC1=CC=C(C=C1)N1C(N([C@H](C1)C#N)C1=CN=CC2=CC=CC=C12)=O |r|